C(C)(C)(C)OC(=O)N[C@H](C(=O)NC=1C(=CC(=C(C1)NC(OCC)=O)C(C(NCC(F)(F)F)=O)C)F)C(C1CC1)C1CC1 ethyl (5-((S)-2-((tert-butoxycarbonyl)amino)-3,3-dicyclopropylpropanamido)-4-fluoro-2-(1-oxo-1-((2,2,2-trifluoroethyl)amino)propan-2-yl)phenyl)carbamate